N(=[N+]=[N-])CC(=O)NCCCN1N=CC=C1C(=O)OC methyl 2-[3-[(2-azidoacetyl)amino] propyl]pyrazole-3-carboxylate